COC(CC(C1=CC(=CC=C1)OCC1CCNCC1)C1CC1)=O 3-cyclopropyl-3-(3-(piperidin-4-ylmethoxy)phenyl)propanoic acid methyl ester